FC1=C(CN2C3=C(SCC2=O)C=C(C=C3)NC(=O)NC3=CC=C2C=CNC2=C3)C(=CC(=C1)OC)F 1-(4-(2,6-difluoro-4-methoxybenzyl)-3-oxo-3,4-dihydro-2H-benzo[b][1,4]thiazin-7-yl)-3-(1H-indol-6-yl)urea